C(C1=CC=CC=C1)N(C(OC(C)(C)C)=O)C1CCC2(C(C2(F)F)(F)F)CC1 tert-Butyl benzyl(1,1,2,2-tetrafluorospiro[2.5]octan-6-yl)carbamate